C(N)(OSC1=C(C=C(C=C1)C)C)=O 2,4-dimethylphenylthio carbamate